Ethyl (imino(4-(((S)-2-((2R,4R)-4-phenylpyrrolidine-2-carboxamido)propanamido)methyl)phenyl)methyl)carbamate N=C(C1=CC=C(C=C1)CNC([C@H](C)NC(=O)[C@@H]1NC[C@H](C1)C1=CC=CC=C1)=O)NC(OCC)=O